hexaphenyl-epoxytriphosphazene silicon [Si].C1(=CC=CC=C1)PN=P(N1P(O1)(C1=CC=CC=C1)(C1=CC=CC=C1)C1=CC=CC=C1)(C1=CC=CC=C1)C1=CC=CC=C1